N[C@H](CO)C(C)C (S)-2-amino-3-methylbutan-1-ol